tertbutyl (2S)-4-(6-chloropyridazin-3-yl)-2-methylpiperazine-1-carboxylate ClC1=CC=C(N=N1)N1C[C@@H](N(CC1)C(=O)OC(C)(C)C)C